ClC(C=1N=CNC1C(Cl)(Cl)Cl)(Cl)Cl 4,5-bis[trichloromethyl]imidazole